1,4-Bis(N,N-Diphenylamino)pyridine C1(=CC=CC=C1)N(C1=CC=CC=C1)N1CC=C(C=C1)N(C1=CC=CC=C1)C1=CC=CC=C1